FC1=C(C=C(C=C1)OC=1C(=C2C=CNC2=C(C1F)F)F)C(=N)S 2-fluoro-5-[(4,6,7-trifluoro-1H-indol-5-yl)oxy]benzenecarboximidothioic acid